CS(=O)(C)=N[C@@H]1CN(C[C@@H](C1)C)C1=NC(=NC=C1)C1=CN=C2N1C=C(C=C2)C#N 3-(4-((3S,5R)-3-((dimethyl(oxo)-λ6-sulfaneylidene)amino)-5-methylpiperidin-1-yl)pyrimidin-2-yl)imidazo[1,2-a]pyridine-6-carbonitrile